N1CC(C1)C=1N=CC(=NC1)NCC1(CC1)C(F)(F)F 5-(Azetidin-3-yl)-N-[[1-(trifluoro-methyl)cyclopropyl]methyl]pyrazin-2-amine